(1R)-8,9-difluoro-4-hydroxy-1-(methylamino)-1,3,4,5-tetrahydrophenanthridin-6(2H)-one FC=1C=C2C(NC=3C(CC[C@H](C3C2=CC1F)NC)O)=O